C(CCC)[C@@H]1N(S(C2=C(N(C1)C1=CC=CC=C1)C=C(C(=C2)OCC2(CC2)C(=O)O)SCC)(=O)=O)C (S)-1-(((3-butyl-7-(ethylthio)-2-methyl-1,1-dioxido-5-phenyl-2,3,4,5-tetrahydro-1,2,5-benzothiadiazepin-8-yl)oxy)methyl)cyclopropane-1-carboxylic acid